CC1C(NC2=C(S1)C=CC(=C2)C(=O)NC2=CC=C(C=C2)CN(C2=CC=CC=C2)C)=O 2-methyl-N-(4-((methyl(phenyl)amino)methyl)phenyl)-3-oxo-3,4-dihydro-2H-benzo[b][1,4]thiazine-6-carboxamide